C(C)(C)(C)OC(=O)N1CC(CC1)COC=1SC(=NN1)N.C[Si]1(C(=C(C(=C1C1=CC=CC=C1)C1=CC=CC=C1)C1=CC=CC=C1)C1=CC=CC=C1)C1=CC=CC=C1 1-Methyl-1,2,3,4,5-pentaphenyl-silole tertbutyl-3-(((5-amino-1,3,4-thiadiazol-2-yl)oxy)methyl)pyrrolidine-1-carboxylate